C1(C=CC(N1C1=CC(=CC2=CC=CC=C12)N1C(C=CC1=O)=O)=O)=O 1,3-bismaleimidylnaphthalene